CC1=NC2=C(N1C[C@H]1OCC1)C=CC=C2 methyl-1-(((S)-oxetan-2-yl)methyl)-1H-benzo[d]Imidazole